OCC(C1=NC(=NO1)C1=CC=C(C=C1)OC(F)(F)F)NC(=O)C1=CNC2=CC=CC=C12 N-(2-Hydroxy-1-[3-{4-(trifluoromethoxy)phenyl}-1,2,4-oxadiazol-5-yl]ethyl)-1H-indol-3-carboxamid